tert-Butyl 4-((3-(4-chloro-3-(2,4-dioxotetrahydropyrimidin-1(2H)-yl)benzoyl)-3-azaspiro[5.5]undecan-9-yl)methyl)piperazine-1-carboxylate ClC1=C(C=C(C(=O)N2CCC3(CC2)CCC(CC3)CN3CCN(CC3)C(=O)OC(C)(C)C)C=C1)N1C(NC(CC1)=O)=O